1-(6-(4-(5-Chloro-6-methyl-1H-indazol-4-yl)-3-(2-(2-hydroxy-2-methylpropyl)-2H-indazol-5-yl)-5-methyl-1H-pyrazol-1-yl)-2-azaspiro[3.3]heptan-2-yl)prop-2-en-1-on ClC=1C(=C2C=NNC2=CC1C)C=1C(=NN(C1C)C1CC2(CN(C2)C(C=C)=O)C1)C1=CC2=CN(N=C2C=C1)CC(C)(C)O